C(C)(C)(C)OC(NCC=1C=NC(=CC1C1=CC=NN1C1OCCCC1)C1=CC=C(C=C1)F)=O tert-butyl-((6-(4-fluorophenyl)-4-(1-(tetrahydro-2H-pyran-2-yl)-1H-pyrazol-5-yl)pyridin-3-yl)methyl)carbamate